FC1=CC=C(C=C1)NC(=O)C1(CC1)C(=O)NC=1C=NC(=CC1)OC=1C2=C(N=CN1)C=C(C(=N2)OC)OCCCN2CCOCC2 1-N-(4-fluorophenyl)-1-N'-[6-[6-methoxy-7-(3-morpholin-4-ylpropoxy)pyrido[3,2-d]pyrimidin-4-yl]oxypyridin-3-yl]cyclopropane-1,1-dicarboxamide